6-(oxirane-2-yl)pyridine-3-carboxylic acid methyl ester COC(=O)C=1C=NC(=CC1)C1OC1